N[C@H]1CCC2=CC(=CC=C12)N1C(=NC=2C1=NC=C(C2)C(F)(F)F)C=2C(=NC=CC2)N 3-{3-[(1S)-1-amino-2,3-dihydro-1H-inden-5-yl]-6-(trifluoromethyl)imidazo[4,5-b]pyridin-2-yl}pyridin-2-amine